tri-isopropylbenzene C(C)(C)C=1C(=C(C=CC1)C(C)C)C(C)C